mono-N-Boc-cadaverine C(=O)(OC(C)(C)C)NCCCCCN